C(C1=CC=CC=C1)N1C2=NC=NC(=C2N=C1C1=C(C=C(OCCN2[C@@H](CN(CC2)C(=O)OC(C)(C)C)C)C=C1)Cl)OC1(CC1)C tert-butyl (R)-4-(2-(4-(9-benzyl-6-(1-methylcyclopropoxy)-9H-purin-8-yl)-3-chlorophenoxy)ethyl)-3-methylpiperazine-1-carboxylate